CC=1C(=C(C=CC1)C1(C(=O)OCC1)C1=C(C(=CC=C1)C)C)C α,α-bis(dimethylphenyl)-γ-butyrolactone